N1=CN=CC2=CC(=CC=C12)[PH2]=O quinazolin-6-ylphosphine oxide